FC=1C=CCN(C1)C 5-fluoro-1-methyl-1,2-dihydropyridin